(S,E)-N-((2-(bis(4-methoxybenzyl)amino)pyridin-3-yl)methylene)-2-methylpropane-2-sulfinamide COC1=CC=C(CN(C2=NC=CC=C2\C=N\[S@@](=O)C(C)(C)C)CC2=CC=C(C=C2)OC)C=C1